heptadecane-3,3-diol CCC(CCCCCCCCCCCCCC)(O)O